F[C@H]1CN(C[C@H]1F)CCC1=CNC(C(=C1)C)=O 3-(2-((3S,4R)-3,4-difluoropyrrolidin-1-yl)ethyl)-5-methyl-6-oxopyridine